FC1=CC=C(C=C1)N1N=CC2=CC(=C(C=C12)OC)N1CC(CC1)(C)N(S(=O)(=O)C=1C=NN(C1)CCC)C N-(1-(1-(4-fluorophenyl)-6-methoxy-1H-indazol-5-yl)-3-methylpyrrolidin-3-yl)-N-methyl-1-propyl-1H-pyrazole-4-sulfonamide